ClC1=CC=C(C=C1)C=1C(=CC=CC1)C(=O)N1CC2(CN(C2)CC=2C=C3CN(C(C3=CC2)=O)C2C(NC(CC2)=O)=O)C1 3-(5-((6-(4'-chloro-[1,1'-biphenyl]-2-carbonyl)-2,6-diazaspiro[3.3]heptan-2-yl)methyl)-1-oxoisoindolin-2-yl)piperidine-2,6-dione